(5,6-difluoro-1H-indol-3-yl)carbamate FC=1C=C2C(=CNC2=CC1F)NC([O-])=O